FC1=C(OC2=NC=NC3=CC(=C(C=C23)NC(C=C(C)C)=O)OC)C=CC(=C1)NC(=O)NCCC1=CC=C(C=C1)F N-(4-(2-fluoro-4-(3-(4-fluorophenethyl)ureido)phenoxy)-7-methoxyquinazolin-6-yl)-3-methyl-2-butenamide